F[C@@H]1[C@H](CN(CC1)C(=O)OC(C)(C)C)NC1=NC=C(C(=N1)C1=CN=C2N1N=C(C(=C2)OC)C2COC2)F tert-butyl (3S,4S)-4-fluoro-3-[[5-fluoro-4-[7-methoxy-6-(oxetan-3-yl)imidazo[1,2-b]pyridazin-3-yl]pyrimidin-2-yl]amino]piperidine-1-carboxylate